2-((4-Amino-3-(4-hydroxyphenyl)-1H-pyrazolo[3,4-d]pyrimidin-1-yl)methyl)-3-(2-chlorobenzyl)-5-(6-(3-(dimethylamino)pyrrolidin-1-yl)-6-oxohex-1-ynyl)quinazolin-4(3H)-one NC1=C2C(=NC=N1)N(N=C2C2=CC=C(C=C2)O)CC2=NC1=CC=CC(=C1C(N2CC2=C(C=CC=C2)Cl)=O)C#CCCCC(=O)N2CC(CC2)N(C)C